2-((R)-2,6-dioxopiperidin-3-yl)-1-oxo-N-((R)-2,2,2-trifluoro-1-(4-fluorophenyl)ethyl)isoindoline-5-carboxamide O=C1NC(CC[C@H]1N1C(C2=CC=C(C=C2C1)C(=O)N[C@@H](C(F)(F)F)C1=CC=C(C=C1)F)=O)=O